(2S)-2-Amino-3-[5-(4-[[3-fluoro-5-(1,3-oxazol-2-yl)pyridin-2-yl]oxy]phenyl)-2H-1,2,3,4-tetrazol-2-yl]propan-1-ol N[C@H](CO)CN1N=C(N=N1)C1=CC=C(C=C1)OC1=NC=C(C=C1F)C=1OC=CN1